C(C1=CC=CC=C1)OC(C(=C)C)=O.C(C=C)(=O)OCC(OC1CCCC1)OC1CCCC1 dicyclopentanyloxyethyl acrylate benzyl-methacrylate